C(C)(C)(C)C(C(C(O)(C1=CC=CC=C1)C(C)(C)C)(CC)CCCC)(O)C(C)(C)C Tri-t-butylphenyl-2-butyl-2-ethyl-1,3-propane-diol